1-(4-((5-(2-(2-aminopyridin-3-yl)-5-(1H-pyrazol-1-yl)-3H-imidazo[4,5-b]pyridin-3-yl)-2,3-dihydro-1H-inden-1-yl)methyl)piperidin-1-yl)prop-2-en-1-one NC1=NC=CC=C1C1=NC=2C(=NC(=CC2)N2N=CC=C2)N1C=1C=C2CCC(C2=CC1)CC1CCN(CC1)C(C=C)=O